O=C1[C@@H](NC(CCCCCCCCCCCCN1)=O)CNC(OC(C)(C)C)=O tert-butyl (S)-((3,17-dioxo-1,4-diazacycloheptadecan-2-yl)methyl)carbamate